FC(C=1N=CSC1C=O)(F)F 4-trifluoromethyl-thiazole-5-carbaldehyde